OC=1C(=C2C(=C(N(C2=CC1)C1=CC=CC=C1)C)C(=O)NC)CN1CCCCC1 hydroxy-N,2-dimethyl-1-phenyl-4-(piperidin-1-ylmethyl)-1H-indole-3-carboxamide